FC1=CC(=CC=2NC(=NC21)N2N=CC=C2)F 1-(4,6-Difluoro-1H-benzoimidazol-2-yl)-1H-pyrazole